ClC1=CC=C(C=C1)C1=CNC2=CC=C(C=C12)C(F)(F)F 3-(4-chlorophenyl)-5-(trifluoromethyl)-indole